CC1([C@H]2CC=3C=C(N=CC3[C@@H]1C2)O)C (6R,8R)-7,7-dimethyl-5,6,7,8-tetrahydro-6,8-methyleneisoquinolin-3-ol